5-bromo-3-methoxy-2-methyl-2H-indazole BrC1=CC2=C(N(N=C2C=C1)C)OC